C(C)OC(=O)C1=NN2C(OCCC2)=C1C=1C(=NC(=CC1)F)F 3-(2,6-Difluoropyridin-3-yl)-6,7-dihydro-5H-pyrazolo[5,1-b][1,3]oxazine-2-carboxylic acid ethyl ester